2-(benzo[d][1,3]dioxol-5-yl)-N-(5,6-dihydro-4H-cyclopenta[c]isoxazol-3-yl)acetamide O1COC2=C1C=CC(=C2)CC(=O)NC2=C1C(=NO2)CCC1